C(OC(C)N1N=C(C=C(C1=O)C(C)C)OC1=C(C=C(C=C1Cl)N1N=C(C(NC1=O)=O)C#N)Cl)(OC(C)C)=O 1-(3-(2,6-dichloro-4-(6-cyano-3,5-dioxo-4,5-dihydro-1,2,4-triazin-2(3H)-yl)phenoxy)-5-isopropyl-6-oxopyridazin-1(6H)-yl)ethyl isopropyl carbonate